(2-(1,3-dimethyl-2-oxo-1,2-dihydropyridin-4-yl)pyrimidin-5-yl)boronic acid CN1C(C(=C(C=C1)C1=NC=C(C=N1)B(O)O)C)=O